fulvenone C1=CC=CC1=C=O